2-(3-amino-6-cyclopropyl-1H-pyrazolo[3,4-b]pyrazin-1-yl)ethan-1-ol NC1=NN(C2=NC(=CN=C21)C2CC2)CCO